3-chloro-6,7-dihydro-[1,4]dioxino[2,3-c]pyridazine ClC1=CC2=C(N=N1)OCCO2